1-diphenylphosphino-1'-(di-butylphosphino)ferrocene C1(=CC=CC=C1)P([C-]1C=CC=C1)C1=CC=CC=C1.C(CCC)P([C-]1C=CC=C1)CCCC.[Fe+2]